COC1=C(C=CC(=C1)S(=O)(=O)C)NCC#CC=1C=C(C2=C(N(C=N2)CC(F)(F)F)C1)C(=O)O 6-(3-((2-methoxy-4-(methylsulfonyl)phenyl)amino)prop-1-yn-1-yl)-1-(2,2,2-trifluoroethyl)-1H-benzo[d]imidazole-4-carboxylic acid